(S)-2-(1-(3-chloro-4-fluorobenzoyl)piperidin-3-yl)-5-hydroxy-N-(isoxazol-4-yl)-1-methyl-6-oxo-1,6-dihydropyrimidine-4-carboxamide ClC=1C=C(C(=O)N2C[C@H](CCC2)C=2N(C(C(=C(N2)C(=O)NC=2C=NOC2)O)=O)C)C=CC1F